3-mercapto-propyl-sulfonate sodium salt [Na+].SCCCS(=O)(=O)[O-]